(1R,3S,4R)-N-((S)-1-cyano-2-((R)-2-oxopyrrolidin-3-yl)ethyl)-5,5-difluoro-2-(9-hydroxy-9H-fluorene-9-carbonyl)-2-azabicyclo[2.2.2]octane-3-carboxamide C(#N)[C@H](C[C@@H]1C(NCC1)=O)NC(=O)[C@H]1N([C@H]2CC([C@@H]1CC2)(F)F)C(=O)C2(C1=CC=CC=C1C=1C=CC=CC21)O